C12(CC(C1)C2)C(=O)N2[C@H]([C@H](C(C2)(F)F)NS(=O)(=O)CC)CC=2C(=C(C=CC2)C2=C(C=CC(=C2)F)F)F N-{(2S,3R)-1-(bicyclo[1.1.1]pentane-1-carbonyl)-4,4-difluoro-2-[(2,2',5'-trifluoro[1,1-biphenyl]-3-yl)methyl]pyrrolidin-3-yl}ethanesulfonamide